8-Fluoro-3-(3-hydroxyphenyl)-2-methylquinazolin-4(3H)-one FC=1C=CC=C2C(N(C(=NC12)C)C1=CC(=CC=C1)O)=O